COC([C@H](CCCN1C(C2C3(C(=C(C(C2(C1=O)Br)(C3=O)C)C3=CC=CC=C3)C3=CC=CC=C3)C)=O)N)=O Methyl-(2S)-2-amino-5-(3a-bromo-4,7-dimethyl-1,3,8-trioxo-5,6-diphenyl-1,3,3a,4,7,7a-hexahydro-2H-4,7-methanoisoindol-2-yl)pentanoat